N-(5-((5-fluoropyridin-2-yl)oxy)pyridin-2-yl)propanamide FC=1C=CC(=NC1)OC=1C=CC(=NC1)NC(CC)=O